methyl 6-hydroxy-7-methoxyquinazoline-4-carboxylate OC=1C=C2C(=NC=NC2=CC1OC)C(=O)OC